C1(CCCCC1)S(=O)[O-].[Na+] sodium cyclohexyl-sulfinate